(3-(4-(1,2-dimethyl-1H-imidazol-5-yl)benzyl)-1,2,3-oxadiazol-3-ium-5-yl)((3-(trifluoromethyl)phenyl)carbamoyl)amide CN1C(=NC=C1C1=CC=C(C[N+]2=NOC(=C2)[N-]C(NC2=CC(=CC=C2)C(F)(F)F)=O)C=C1)C